N-(4-chloro-2-nitro-3-propionamidobenzyl)-N-methylpropanamide ClC1=C(C(=C(CN(C(CC)=O)C)C=C1)[N+](=O)[O-])NC(CC)=O